5'-bromo-1'H-spiro[cyclopropane-1,4'-isoquinoline]-1',3'(2'H)-dione BrC1=C2C3(C(NC(C2=CC=C1)=O)=O)CC3